5-bromo-2-(2-(methylsulfonyl)-2,8-diazaspiro[4.5]decan-8-yl)benzonitrile BrC=1C=CC(=C(C#N)C1)N1CCC2(CCN(C2)S(=O)(=O)C)CC1